NC1=NC(N(C=C1)[C@@H]1S[C@@H]([C@@H]2OC(O[C@@H]21)(C)C)CO)=O 4-Amino-1-((3aS,4R,6R,6aR)-6-(hydroxymethyl)-2,2-dimethyl-tetrahydrothieno[3,4-d][1,3]dioxol-4-yl)pyrimidin-2(1H)-one